oxetane-2,2-diyldimethanol O1C(CC1)(CO)CO